BrC=1C=C(/C(/N1)=C\N(C)C)OC (E)-1-(5-bromo-3-methoxy-2H-pyrrol-2-ylidene)-N,N-dimethylmethylamine